C(C)(=O)N1N=CC2=CC3=C(C=C12)O[C@@H](CN(C3)C(=O)OCC3=CC=CC=C3)CC benzyl (R)-1-acetyl-8-ethyl-1,5,7,8-tetrahydro-6H-[1,4]oxazepino[6,7-f]indazole-6-carboxylate